3-difluoromethyl-5-fluoro-1-phenyl-4-(furan-2-yl)-1H-pyrazole FC(C1=NN(C(=C1C=1OC=CC1)F)C1=CC=CC=C1)F